sulfhydryl-propanol SC(CC)O